ClC1=CC(=C(C=C1)C1(OC2=C(O1)C=C(C=C2N2CCCCC2)F)C)F (2-(4-chloro-2-fluorophenyl)-6-fluoro-2-methylbenzo[d][1,3]dioxol-4-yl)piperidine